4-[1-[3-[4-[3-[3-amino-6-(2-hydroxyphenyl)pyridazin-4-yl]-3,8-diazabicyclo[3.2.1]octan-8-yl]-2-pyridyl]prop-2-ynyl]azetidin-3-yl]benzonitrile NC=1N=NC(=CC1N1CC2CCC(C1)N2C2=CC(=NC=C2)C#CCN2CC(C2)C2=CC=C(C#N)C=C2)C2=C(C=CC=C2)O